NN(C([O-])=O)C=1C=NC=CC1 amino-pyridin-3-yl-carbamate